(S)-1-(3-(benzothien-3-yl)-2-(dimethylamino)propyl)-3-(3-methoxyphenethyl)urea S1C=C(C2=C1C=CC=C2)C[C@@H](CNC(=O)NCCC2=CC(=CC=C2)OC)N(C)C